C(C(C)(C)C)(=O)OC1=CC=CC2=CC(=CC(=C12)C#C[Si](C(C)C)(C(C)C)C(C)C)F 6-fluoro-8-((triisopropylsilyl)ethynyl)naphthalen-1-yl pivalate